7-(dimethylphosphoryl)-1,3-benzothiazol-4-amine CP(=O)(C)C=1C=CC(=C2N=CSC21)N